C(O)C(C1(C(N(C(N1CO)=O)CO)=O)C)CO dimethylol(dimethylol)-5,5-dimethylhydantoin